OCC1OCC(CC1O)O (hydroxymethyl)tetrahydro-2H-pyran-3,5-diol